N1N=CC2=CC(=CC=C12)NC1=NC(=NC=C1)C=1C=CC2=C(N(CCC(N2)=O)CC(=O)NC(C)C)C1 2-(8-(4-((1H-indazol-5-yl)amino)pyrimidin-2-yl)-4-oxo-2,3,4,5-tetrahydro-1H-benzo[b][1,4]diazepin-1-yl)-N-iso-propyl-acetamide